tris(4-(9-carbazolyl)phenyl)amine C1=CC=CC=2C3=CC=CC=C3N(C12)C1=CC=C(C=C1)N(C1=CC=C(C=C1)N1C2=CC=CC=C2C=2C=CC=CC12)C1=CC=C(C=C1)N1C2=CC=CC=C2C=2C=CC=CC12